C(C1=CC=CC=C1)OC[C@@H]1OCC[C@@H](C1)NC1=C(C=NC2=CC=C(C=C12)Cl)N N4-{cis-2-[(benzyloxy)methyl]tetrahydro-2H-pyran-4-yl}-6-chloroquinoline-3,4-diamine